3-amino-3-methylthiophene 1,1-dioxide hydrochloride Cl.NC1(CS(C=C1)(=O)=O)C